N-(4-(4-(4-hydroxypiperidin-1-yl)-1-(phenylsulfanyl)butan-2-ylamino)-3-(trifluoromethylsulfonyl)benzenesulfonyl)benzamide methyl-1-bromo-5-chloroindolizine-2-carboxylate COC(=O)C=1C(=C2C=CC=C(N2C1)Cl)Br.OC1CCN(CC1)CCC(CSC1=CC=CC=C1)NC1=C(C=C(C=C1)S(=O)(=O)NC(C1=CC=CC=C1)=O)S(=O)(=O)C(F)(F)F